tert-butyl (R)-((3-(5-(3-((tert-butyldimethylsilyl)oxy)prop-1-yn-1-yl)-2-(4,4-difluoroazepan-1-yl)-4-methylnicotinamido)phenyl)(methyl)(oxo)-λ6-sulfaneylidene)carbamate [Si](C)(C)(C(C)(C)C)OCC#CC=1C=NC(=C(C(=O)NC=2C=C(C=CC2)[S@](=O)(C)=NC(OC(C)(C)C)=O)C1C)N1CCC(CCC1)(F)F